tert-Butyl 2-(3-((5-(2-chloro-6-cyano-4-(2-(4-((2-(methylsulfonyl)pyrimidin-5-yl)methoxy) phenyl)propan-2-yl)phenoxy)pentyl)oxy)propoxy)acetate ClC1=C(OCCCCCOCCCOCC(=O)OC(C)(C)C)C(=CC(=C1)C(C)(C)C1=CC=C(C=C1)OCC=1C=NC(=NC1)S(=O)(=O)C)C#N